NC([C@@](CO)(C)NC(=O)C1=C(OC2=C1C=C(C(=C2)F)C2=CC=NN2C2=CC=CC=C2)C)=O (S)-N-(1-amino-3-hydroxy-2-methyl-1-oxopropan-2-yl)-6-fluoro-2-methyl-5-(1-phenyl-1H-pyrazol-5-yl)benzofuran-3-carboxamide